C(OC1=CC=C(C=C1)CC(C)C)(OC1=CC=C(C=C1)CC(C)C)=O di(4-isobutylphenyl) carbonate